C(C)N(C=1C2=C(N=CN1)N(C=C2F)CC2C(CN(CC2)CC(=O)N)O)CC2=CC=C(C=C2)C(F)(F)F 2-(4-((4-(ethyl(4-(trifluoromethyl)benzyl)amino)-5-fluoro-7H-pyrrolo[2,3-d]pyrimidin-7-yl)methyl)-3-hydroxypiperidin-1-yl)acetamide